tert-butyl 7'-aminospiro[azetidine-3,2'-chroman]-1-carboxylate NC1=CC=C2CCC3(OC2=C1)CN(C3)C(=O)OC(C)(C)C